C1(=CC=CC=C1)C(/C=C/C1=CC=C(C=C1)C=CC(=O)O)=O 3-[4-[(E)-3-(Phenyl)-3-oxo-1-propenyl]phenyl]propenoic acid